(12aR)-9-bromo-10-fluoro-8-iodo-1,2,3,4,12,12a-hexahydro-6H-pyrazino[2,1-c][1,4]benzooxazepine BrC1=C(C2=C(CN3[C@@H](CO2)CNCC3)C=C1I)F